ClC=1C=C(C=CC1Cl)C1=C(C(=NN1C1=CC=CC=C1)C(F)F)C#N 5-(3,4-dichlorophenyl)-1-phenyl-3-difluoromethyl-1H-pyrazole-4-carbonitrile